trimethylsilane phosphate P(=O)(O)(O)O.C[SiH](C)C